N1=C(C=NC=C1)CCC(O)O pyrazinepropanediol